N1C=NC(=C1)COC1=C(C=CC(=C1)F)C=1C=NC=CC1OC 3-(2-((1H-imidazol-4-yl)methoxy)-4-fluorophenyl)-4-methoxypyridine